trifluoro-3,5-dinitrobenzoic acid FC1=C(C(=C(C(=C1C(=O)O)F)[N+](=O)[O-])F)[N+](=O)[O-]